CN(CCN1C(=NC2=C1C=C1C(=C2)OCCO1)CCNCCC=1OC=C(N1)C(=O)NCC1=NC=CC=C1F)C 2-(2-((2-(1-(2-(dimethylamino)ethyl)-6,7-dihydro-1H-[1,4]dioxino[2',3':4,5]benzo[1,2-d]imidazol-2-yl)ethyl)amino)ethyl)-N-((3-fluoropyridin-2-yl)methyl)oxazole-4-carboxamide